di-(p-methylphenyl)-acetylene CC1=CC=C(C=C1)C#CC1=CC=C(C=C1)C